capric acid-10,10,10-d3 OC(=O)CCCCCCCCC([2H])([2H])[2H]